1-methyl-2,3-dihydro-1H-pyrrolo[2,3-c]pyridin CN1CCC=2C1=CN=CC2